Acetylornithin C(C)(=O)N[C@@H](CCCN)C(=O)O